O=C1N(C(C2=CC=CC=C12)=O)[C@H](C(=O)NOC)C (S)-2-(1,3-dioxoisoindolin-2-yl)-N-methoxypropanamide